2-(Benzylamino)-4,4-difluorocyclopentanol C(C1=CC=CC=C1)NC1C(CC(C1)(F)F)O